BrC=1C=CC=C2C(=C(NC12)C)[N+](=O)[O-] 7-bromo-2-methyl-3-nitro-1H-indole